CC(C(=O)O[C@H]1[C@@H](OC([C@H](COC([C@@H]1CC1=CC=CC=C1)=O)NC(=O)C1=NC=CC(=C1O)OC)=O)C)C (3S,6S,7R,8R)-3-[[(3-hydroxy-4-methoxy-2-pyridinyl)carbonyl]amino]-6-methyl-4,9-dioxo-8-(phenyl-methyl)-1,5-dioxonan-7-yl 2-methylpropanoate